3-(3-bromophenyl)-8-((6-chloropyridin-3-yl)methyl)pyrido[2,3-d]pyrimidine-2,4(3H,8H)-dione BrC=1C=C(C=CC1)N1C(N=C2C(C1=O)=CC=CN2CC=2C=NC(=CC2)Cl)=O